C(C)OC(C1=C(C(=O)O)C(C(=O)O)=C(C(=O)O)C(C(=O)OCC)=C1C(=O)OCC)=O mellitic acid triethyl ester